(S)-tert-butyl 4-((S)-1-(bis(tert-butoxycarbonyl) amino) hex-4-en-3-yl)-2,2-dimethyloxazolidine-3-carboxylate C(C)(C)(C)OC(=O)N(CC[C@@H](C=CC)[C@@H]1N(C(OC1)(C)C)C(=O)OC(C)(C)C)C(=O)OC(C)(C)C